Cl[P]OC1=C(C=CC=C1)C chloro-(2-methylphenoxy)phosphorus